ClC1=C(C=O)C(=CC(=C1)O)Cl 2,6-dichloro-4-hydroxybenzaldehyde